ClC1=NC=C(C(=N1)NC1=C(C=C(C=C1)C)NS(=O)(=O)C)Cl N-(2-((2,5-dichloropyrimidin-4-yl)amino)-5-methylphenyl)methanesulfonamide